CC1=C(C2=C(C(N(C=C2C#CC(C(F)(F)F)(C2=CC(=CC=C2)C2=C(C=CC=C2)OC)O)C)=O)N1)C(=O)OCC ethyl 2,6-dimethyl-7-oxo-4-[4,4,4-trifluoro-3-hydroxy-3-[3-(2-methoxyphenyl)phenyl]but-1-ynyl]-1H-pyrrolo[2,3-c]pyridine-3-carboxylate